(2-chloro-3-(5-(2-methyl-[1,1'-biphenyl]-3-yl)-1,3,4-oxadiazol-2-yl)benzyl)glycine methyl ester COC(CNCC1=C(C(=CC=C1)C=1OC(=NN1)C=1C(=C(C=CC1)C1=CC=CC=C1)C)Cl)=O